ClC=1C=C(C=CC1)[C@@H]1[C@H](C1)C1=NC2=CC(=CC=C2C(=C1)OC)N(C(OC(C)(C)C)=O)CC=1N=C2N(C=C(C=C2)C2CC2)C1 |r| rac-tert-butyl (2-((1S*,2S*)-2-(3-chlorophenyl)cyclopropyl)-4-methoxyquinolin-7-yl)((6-cyclopropylimidazo[1,2-a]pyridin-2-yl)methyl)carbamate